COC1=CC=C(C=C1)C(OCCN1C[C@H](CCC1)C(=O)O)(C1=CC=C(C=C1)OC)C1=CC=C(C=C1)OC (S)-1-(2-(tris(4-methoxyphenyl)methoxy)ethyl)piperidine-3-carboxylic acid